methyl β-icosylaminopropionate C(CCCCCCCCCCCCCCCCCCC)NCCC(=O)OC